(4-chloro-6-(octadecylthio)-1,3,5-triazin-2-yl)thiononanoic acid ClC1=NC(=NC(=N1)SCCCCCCCCCCCCCCCCCC)C(C(=S)O)CCCCCCC